OC(C)(C)C1=C(C=C(C=C1)C=1SC=CC1C)NC1=NC=NC2=CC(=C(C=C12)OC1CCN(CC1)C(C=C)=O)OC 1-(4-((4-((2-(2-hydroxypropan-2-yl)-5-(3-methylthiophen-2-yl)phenyl)amino)-7-methoxyquinazolin-6-yl)oxy)piperidin-1-yl)prop-2-en-1-one